2,4-dimethylchromene CC1OC2=CC=CC=C2C(=C1)C